C(C1=CC=CC=C1)OC1=C(C=C(C(=C1)Br)I)C 1-(benzyloxy)-5-bromo-4-iodo-2-methylbenzene